4-((4-(4-methylpiperazin-1-yl)phenyl)amino)-7-(pyridin-4-yl)-1,2-dihydro-3H-pyrrolo[3,4-c]pyridin-3-one CN1CCN(CC1)C1=CC=C(C=C1)NC1=NC=C(C2=C1C(NC2)=O)C2=CC=NC=C2